BrC=1C(=NC=CC1)CC1N(C(C2=CC=CC=C12)=O)CC1CC2(C1)OC(NC2)=O 2-[[1-[(3-bromo-2-pyridyl)methyl]-3-oxo-isoindolin-2-yl]methyl]-5-oxa-7-azaspiro[3.4]octan-6-one